methyl (2E,4S,5R)-5-(3-bromophenoxy)-4-[(tert-butoxycarbonyl) amino]hex-2-enoate BrC=1C=C(O[C@@H]([C@H](/C=C/C(=O)OC)NC(=O)OC(C)(C)C)C)C=CC1